N[C@@H](C=O)[C@@H](O[C@H]1[C@H](O)[C@H]([C@H](O)[C@H](O1)C)N)[C@@H](O)[C@H](O)CO 2-Amino-3-O-(3-amino-3,6-dideoxy-β-D-glucopyranosyl)-2-deoxy-D-galactose